3-bromocyclopentane-1-carboxylic acid methyl ester COC(=O)C1CC(CC1)Br